N-(3-fluorophenyl)-2-(3-methyl-1,2,4-oxadiazol-5-yl)-N-({5-[5-(trifluoromethyl)-1,2,4-oxadiazol-3-yl]pyridin-2-yl}methyl)acetamide FC=1C=C(C=CC1)N(C(CC1=NC(=NO1)C)=O)CC1=NC=C(C=C1)C1=NOC(=N1)C(F)(F)F